O=C1NC(CCC1N1C(C2=CC=CC(=C2C1=O)NC(CC)C=1N=NN(C1)CCCCCCCCCO)=O)=O 2-(2,6-dioxo-3-piperidyl)-4-[1-[1-(9-hydroxynonyl)triazol-4-yl]propylamino]isoindoline-1,3-dione